4-(bromomethyl)-1-fluoro-2-(trifluoromethyl)benzene BrCC1=CC(=C(C=C1)F)C(F)(F)F